CN(C1(CCC2(CN(C(N2)=O)C2=C(C(=O)N)C=CC=C2)CC1)C1=CC=CC=C1)C Cis-2-(8-dimethylamino-2-oxo-8-phenyl-1,3-diazaspiro[4.5]decan-3-yl)-benzamide